Methyl 5-chloro-2-((3,4-difluoro-2-formylphenyl)amino)-4-(trifluoromethyl)-benzoate ClC=1C(=CC(=C(C(=O)OC)C1)NC1=C(C(=C(C=C1)F)F)C=O)C(F)(F)F